(4-(2-(4-fluoro-2-(methyl-d3)phenoxy)-4-(trifluoromethyl)benzamido)-2-oxopyridin-1(2H)-yl)methyl dihydrogen phosphate P(=O)(OCN1C(C=C(C=C1)NC(C1=C(C=C(C=C1)C(F)(F)F)OC1=C(C=C(C=C1)F)C([2H])([2H])[2H])=O)=O)(O)O